C(C)(C)(C)OC(N(C)C1(CC1)C#CC(CN1C(C2=CC=CC=C2C1=O)=O)O)=O.N[C@H](C(=O)N)C[C@H]1C(NC(O1)(C)C)=O (S)-2-amino-3-((S)-2,2-dimethyl-4-oxooxazolidin-5-yl)propanamide tert-butyl-(1-(4-(1,3-dioxoisoindolin-2-yl)-3-hydroxybut-1-yn-1-yl)cyclopropyl)(methyl)carbamate